Cl.CNCC(=O)OCC ethyl 2-(methylamino)acetate hydrochloride